5-[1-(3,4-dimethylpyrimido[4',5':4,5]thieno[2,3-c]pyridazin-8-yl)azetidin-3-yl]oxypyridine-2-carbonitrile CC1=C(C2=C(N=N1)SC1=C2N=CN=C1N1CC(C1)OC=1C=CC(=NC1)C#N)C